2-Amino-7-fluoro-4-(5-fluoro-3-((3S,4S)-3-hydroxy-4-(isopropylamino)pyrrolidin-1-yl)-7,9-dihydrofuro[3,4-f]quinazolin-6-yl)thieno[3,2-c]pyridine-3-carbonitrile NC1=C(C=2C(=NC=C(C2S1)F)C=1C2=C(C=3C=NC(=NC3C1F)N1C[C@@H]([C@H](C1)NC(C)C)O)COC2)C#N